N-[(3R)-1-azabicyclo[2.2.2]octan-3-yl]-1H,2H,3H,4H-pyrazino[1,2-a]indole-10-carboxamide formate C(=O)O.N12C[C@@H](C(CC1)CC2)NC(=O)C2=C1N(C=3C=CC=CC23)CCNC1